C(C)C1=CC=C2C=C(C(NC2=C1)=O)C(=O)OC methyl 7-ethyl-2-oxo-1H-quinoline-3-carboxylate